C(C#CC)C=1N=C2N(N(C(C=C2N2[C@H](CN[C@@H](C2)CC)C)=O)C)C1 2-(but-2-yn-1-yl)-8-((2s,5r)-5-ethyl-2-methylpiperazin-1-yl)-5-methylimidazo[1,2-b]pyridazin-6(5H)-one